6-fluoro-N-methyl-5-(4-((2-methyl-3-oxo-8-(trifluoromethoxy)-3,4-dihydroquinoxalin-6-yl)methyl)piperazin-1-yl)pyridine methyl-[5-(propane-1-sulfinyl)-1H-benzoimidazol-2-yl]-carbamate CN(C(O)=O)C1=NC2=C(N1)C=CC(=C2)S(=O)CCC.FC2=C(C=CCN2C)N2CCN(CC2)CC=2C=C1NC(C(=NC1=C(C2)OC(F)(F)F)C)=O